2-amino-8-[2-[(tert-butoxycarbonylamino)methyl]Pyrimidin-5-yl]-3H-1-benzazepine-4-formic acid NC1=NC2=C(C=C(C1)C(=O)O)C=CC(=C2)C=2C=NC(=NC2)CNC(=O)OC(C)(C)C